COC1=CC=C(CC2=NN(C3=CC=C(C=C23)S(=O)(=O)N)C2=CC=C(C=C2)C(F)(F)F)C=C1 (4-methoxybenzyl)-1-[4-(trifluoromethyl)phenyl]-1H-indazole-5-sulfonamide